O1C=2C(=CC1)C=1C=CC=CC1C2 indeno[2,1-b]furan